COC1=CC=C(C=C1)C=1OC(=CN1)CNC1=C2C(NC(C2=CC=C1)=O)=O (((2-(4-Methoxyphenyl)oxazole-5-yl)methyl)amino)isoindole-1,3-dione